methyl (2E,4S,5R)-5-(3-bromophenoxy)-4-[(tert-butoxycarbonyl)amino]hex-2-enoate BrC=1C=C(O[C@@H]([C@H](/C=C/C(=O)OC)NC(=O)OC(C)(C)C)C)C=CC1